ClC=1C(=C(C=CC1Cl)O)[C@@H]1CC2=NN=C(N2C1)[C@H]1CN(CC1)C(C)C 3,4-dichloro-2-((S)-3-((R)-1-isopropylpyrrolidin-3-yl)-6,7-dihydro-5H-pyrrolo[2,1-c][1,2,4]triazol-6-yl)phenol